C(C1=CC=CC=C1)OC1=C(OC=C(C1=O)C(NCC1=C(C(=C(C=C1)F)Cl)F)=O)C(=O)OCC ethyl 3-(benzyloxy)-5-((3-chloro-2,4-difluorobenzyl) carbamoyl)-4-oxo-4H-pyran-2-carboxylate